C(C)(=O)O[N+](C)(C)CCOC(C(=C)C)=O [2-(methacryloyloxy)ethyl](dimethylammonio) acetate